COC1=C(C=CC=C1)C1=CC=C(N=N1)N1CC(CCC1)NC(C1=CN=CC=C1)=O N-(1-(6-(2-methoxyphenyl)pyridazin-3-yl)piperidin-3-yl)nicotinamide